FC1(OC=2C(=CC3=C(N(C(=N3)C3=C(C=C(C=N3)C3(CC3)C#N)S(=O)(=O)CC)C)C2)O1)F 1-[6-(2,2-difluoro-7-methyl-[1,3]dioxolo[4,5-f]benzimidazole-6-yl)-5-ethylsulfonyl-3-pyridyl]cyclopropanecarbonitrile